4-aminotetrahydro-thiophene-3-ol 1,1-dioxide NC1C(CS(C1)(=O)=O)O